tert-butyl 4-[7-methyl-4-[3-methyl-4-(1-methylbenzotriazol-5-yl)oxy-anilino]pyrido[3,2-d]pyrimidin-6-yl]piperazine-1-carboxylate CC1=CC=2N=CN=C(C2N=C1N1CCN(CC1)C(=O)OC(C)(C)C)NC1=CC(=C(C=C1)OC1=CC2=C(N(N=N2)C)C=C1)C